NC1=NN2C(C=C(C=C2)C=2C(=C(C(=O)NCC(C3(COC3)C3=CC=C(C=C3)F)(F)F)C(=CC2)Cl)F)=N1 3-(2-amino-[1,2,4]triazolo[1,5-a]pyridin-7-yl)-6-chloro-N-(2,2-difluoro-2-(3-(4-fluorophenyl)oxetan-3-yl)ethyl)-2-fluorobenzamide